[Mn+2].[O-2].[Zr+4].[O-2].[O-2] zirconium oxide manganese